2-pentacosanoyl-sn-glycero-3-phosphoethanolamine C(CCCCCCCCCCCCCCCCCCCCCCCC)(=O)O[C@H](CO)COP(=O)(O)OCCN